5-bromo-1'-(oxetan-3-yl)-3H-spiro[benzofuran-2,4'-piperidine] BrC=1C=CC2=C(CC3(CCN(CC3)C3COC3)O2)C1